(2S,3s,4r,5r)-5-(6-amino-9H-purin-9-yl)-3,4-dihydroxy-N-(4-(6-(hydroxyiminomethyl)pyridin-2-yl)but-3-yn-1-yl)tetrahydrofuran-2-carboxamide NC1=C2N=CN(C2=NC=N1)[C@H]1[C@@H]([C@@H]([C@H](O1)C(=O)NCCC#CC1=NC(=CC=C1)C=NO)O)O